ClC=1C=C(C(=NC1)C(=O)O)C(C)(F)F 5-chloro-3-(1,1-difluoroethyl)picolinic acid